P(=O)(OCCCC)(OCCCC)OCCCC Trin-Butyl Phosphate